C(C)(C)(C)OC(C[C@@H](C(=O)N[C@@H](CCC(=O)OC(C)(C)C)C(=O)OC)NC([C@H](CC1=CC2=CC=CC=C2C=C1)NC(=O)C=1NC2=CC(=CC=C2C1)Cl)=O)=O 5-(tert-Butyl) 1-methyl ((S)-4-(tert-butoxy)-2-((S)-2-(6-chloro-1H-indole-2-carboxamido)-3-(naphthalen-2-yl)propanamido)-4-oxobutanoyl)-L-glutamate